4-((t-butyldimethylsilyl)oxy)-3-methoxybenzaldehyde [Si](C)(C)(C(C)(C)C)OC1=C(C=C(C=O)C=C1)OC